2-[N-(2-Hydroxyethyl)-4-[(E)-3-[4-[(4-methoxyphenyl)methylcarbamoylamino]phenyl]-3-oxoprop-1-enyl]anilino]ethyl acetate C(C)(=O)OCCN(C1=CC=C(C=C1)\C=C\C(=O)C1=CC=C(C=C1)NC(NCC1=CC=C(C=C1)OC)=O)CCO